ClC1=C(C=CC(=C1)OC1=CC=C(C=C1)Cl)[C@@]1(OCC[C@@H](O1)C)CN1N=CN=C1 1-({(2S,4S)-2-[2-chloro-4-(4-chlorophenoxy)phenyl]-4-methyl-1,3-dioxan-2-yl}methyl)-1H-1,2,4-triazole